C(C)(C)(C)OC(=O)N1C(CN(CC1)C1CN(CC=2C=CC(=NC12)Cl)C(=O)OC(C)(C)C)CC(C)C tert-butyl 8-(4-(tert-butoxycarbonyl)-3-isobutylpiperazin-1-yl)-2-chloro-7,8-dihydro-1,6-naphthyridine-6(5H)-carboxylate